NC1=NC=2C=CC(=CC2C2=C1[C@H](OC2)C)C(=O)N2C1C(C(C2)C2=CC=CC=C2)CCC1 ((3R)-4-amino-3-methyl-1,3-dihydrofuro[3,4-c]quinolin-8-yl)(3-phenylhexahydrocyclopenta[b]pyrrol-1(2H)-yl)methanone